C(C)C1=CC=C(C=C1)NS(=O)(=O)C1=CC=2C(=NC(N2)=O)C=C1 N-(4-ethylphenyl)-2-oxo-benzimidazole-5-sulfonamide